N7-(3,3-difluorocyclobutyl)-2-(hydroxymethyl)pyrazolo[1,5-a]pyrimidine-3,7-dicarboxamide FC1(CC(C1)NC(=O)C1=CC=NC=2N1N=C(C2C(=O)N)CO)F